tert-butyl N-[1-[4-(3-aminopyrazol-1-yl)phenyl]cyclopropyl]carbamate NC1=NN(C=C1)C1=CC=C(C=C1)C1(CC1)NC(OC(C)(C)C)=O